2-(3-(6-cyclopropyl-2-(((6-((1S,2S)-2-(4-methylpyrimidin-2-yl)cyclopropane-1-carboxamido)pyrimidin-4-yl)amino)methyl)imidazo[1,2-a]pyridin-8-yl)-2,5-dioxoimidazolidin-1-yl)acetic acid C1(CC1)C=1C=C(C=2N(C1)C=C(N2)CNC2=NC=NC(=C2)NC(=O)[C@@H]2[C@H](C2)C2=NC=CC(=N2)C)N2C(N(C(C2)=O)CC(=O)O)=O